FC1=C(C=CC(=C1)C=O)C1=NN2C(N(C3=C(C2=O)C2(CCN(CC2)C(=O)OC(C)(C)C)OC3C)CC(=O)OC)=N1 tert-butyl 2-(2-fluoro-4-formylphenyl)-4-(2-methoxy-2-oxoethyl)-5-methyl-8-oxo-5,8-dihydro-4H-spiro[furo[3,4-d][1,2,4]triazolo[1,5-a]pyrimidine-7,4'-piperidine]-1'-carboxylate